N-{4-[3-(4-Chlorophenyl)-1,2,4-oxadiazol-5-yl]phenyl}-5-oxo-1-[(pyridin-3-yl)methyl]-pyrrolidine-3-carboxamide ClC1=CC=C(C=C1)C1=NOC(=N1)C1=CC=C(C=C1)NC(=O)C1CN(C(C1)=O)CC=1C=NC=CC1